C(C=C)(=O)N1CC2(C1)CN(CC2)C2=NC(=NC(=C2C#N)C2=CC(=CC1=CC=CC=C21)O)OCC2=NC=CC=C2 4-(2-acryloyl-2,6-diazaspiro[3.4]octan-6-yl)-6-(3-hydroxynaphthalen-1-yl)-2-(pyridin-2-ylmethoxy)pyrimidine-5-carbonitrile